5-[1-(2H3)methyl-1H-pyrazol-4-yl]-2-{3-[(2,2,6,6-tetramethylpiperidin-4-yl)amino]-1,2,4-triazin-6-yl}phenol C(N1N=CC(=C1)C=1C=CC(=C(C1)O)C1=CN=C(N=N1)NC1CC(NC(C1)(C)C)(C)C)([2H])([2H])[2H]